C(N)(=O)C1=CC(=C(C=C1)C=1C=[N+](C=C(C1)CCl)[O-])C 3-(4-carbamoyl-2-methylphenyl)-5-(chloromethyl)pyridine 1-oxide